N1(CCCCC1)C1CCN(CC1)C([C@@H](CC=1C=C2C=NNC2=C(C1)CC)NC(=O)N1CCC(CC1)N1C(NC2=CC=CC=C2C1)=O)=O |r| (±)-4-(2-Oxo-1,4-dihydro-2H-quinazolin-3-yl)-piperidine-1-carboxylic acid [2-[1,4']bipiperidinyl-1'-yl-1-(7-ethyl-1H-indazol-5-ylmethyl)-2-oxo-ethyl]-amide